C(C)(C)C=1N(N=C2C1CN(CC2(C)C)C2=CC(=NC=N2)N)C 6-(3-isopropyl-2,7,7-trimethyl-6,7-dihydro-2H-pyrazolo[4,3-c]pyridin-5(4H)-yl)pyrimidin-4-amine